(2-methylsulfonylphenyl)boronic acid CS(=O)(=O)C1=C(C=CC=C1)B(O)O